3-{3-[cyclobutyl(4-fluorophenyl)methoxy]-4-(2,2,2-trifluoroethanesulfonamido)phenyl}-5-[(pyrazin-2-yl)amino]-1-{[2-(trimethylsilyl)ethoxy]methyl}-1H-pyrazole-4-carboxamide C1(CCC1)C(OC=1C=C(C=CC1NS(=O)(=O)CC(F)(F)F)C1=NN(C(=C1C(=O)N)NC1=NC=CN=C1)COCC[Si](C)(C)C)C1=CC=C(C=C1)F